6-((Tert-butyldimethylsilyl)oxy)-1,1,4,4-tetramethyl-2,3,4,9-tetrahydro-1H-pyrido[3,4-b]indole [Si](C)(C)(C(C)(C)C)OC=1C=C2C3=C(NC2=CC1)C(NCC3(C)C)(C)C